CN(C1=CC=C2C(=N1)N(N=C2C2=CC=C(C=C2)C(F)(F)F)C2CN(C2)C(C=C)=O)C 1-(3-(6-(dimethylamino)-3-(4-(trifluoromethyl)phenyl)-1H-pyrazolo[3,4-b]pyridin-1-yl)azetidin-1-yl)prop-2-en-1-one